ClC=1C=C2C(=NC1)[C@]1([C@@](O2)([C@@H]([C@H]([C@H]1O)C(=O)N(C)C)C1=CC=CC=C1)C1=CC=C(C=C1)S(=O)(=O)C)O (5aR,6S,7R,8R,8aS)-3-chloro-8,8a-dihydroxy-N,N-dimethyl-5a-(4-(methylsulfonyl)phenyl)-6-phenyl-5a,7,8,8a-tetrahydro-6H-cyclopenta[4,5]furo[3,2-b]pyridine-7-carboxamide